N-(1-(thien-2-ylsulfonyl)-1,2,3,4-tetrahydroquinolin-6-yl)thiophene-2-sulfonamide S1C(=CC=C1)S(=O)(=O)N1CCCC2=CC(=CC=C12)NS(=O)(=O)C=1SC=CC1